C[C@H]1[C@@H](N(C2=C(N1)N=C(NC2=O)N)C)[C@@H](C)NC3=CC=C(C=C3)C[C@@H]([C@@H]([C@@H](CO[C@@H]4[C@@H]([C@@H]([C@H](O4)COP(=O)([O-])O[C@@H](CCC(=O)[O-])C(=O)N[C@@H](CCC(=O)[O-])C(=O)[O-])O)O)O)O)O The molecule is a tricarboxylic acid anion obtained by deprotonation of the carboxy and phosphate groups of 5-methyltetrahydrosarcinapterin; major species at pH 7.3. It is a tricarboxylic acid anion and an organophosphate oxoanion. It is a conjugate base of a 5-methyltetrahydrosarcinapterin.